[N+](=O)([O-])C=1C=C(N)C=CC1 3-nitroaniline